O=C1N(C(C2=CC=CC=C12)=O)C[C@H]1N(CCC2=CC=CC(=C12)O[C@@H]1CN(CC1)C(=O)C1=CN=CS1)C(=O)[C@H]1[C@H](CCCC1)C(=O)O (1S,2R)-2-((S)-1-((1,3-dioxoisoindolin-2-yl)methyl)-8-(((S)-1-(thiazole-5-carbonyl)pyrrolidin-3-yl)oxy)-1,2,3,4-tetrahydroisoquinoline-2-carbonyl)cyclohexane-1-carboxylic acid